[N-[4-amino-5-(pyridine-4-carbonyl)thiazol-2-yl]-3-chloro-4-(trifluoromethoxy)anilino]propanamide NC=1N=C(SC1C(=O)C1=CC=NC=C1)N(C1=CC(=C(C=C1)OC(F)(F)F)Cl)C(C(=O)N)C